carbonyldi-imidazole C(=O)(C=1NC=CN1)C=1NC=CN1